N-(cyclopropyl-(3-(cyclopropylmethoxy)-4-fluorophenyl)methyl)-2-methylpropane-2-sulfinamide C1(CC1)C(NS(=O)C(C)(C)C)C1=CC(=C(C=C1)F)OCC1CC1